1,3,5,7-naphthalene-tetracarboxylic acid C1(=CC(=CC=2C(=CC(=CC12)C(=O)O)C(=O)O)C(=O)O)C(=O)O